4-Methyl-3-(3'-(4,4,5,5-tetramethyl-1,3,2-dioxaborolan-2-yl)-[1,1'-biphenyl]-2-yl)-4H-1,2,4-triazole CN1C(=NN=C1)C1=C(C=CC=C1)C1=CC(=CC=C1)B1OC(C(O1)(C)C)(C)C